C(C)(C)N1N=C(N=C1C1[C@H]2CC(C[C@@H]12)N1[C@@H](COCC1)C)C1CCC(CC1)C(F)(F)F (R)-4-((1R,3S,5S,6R)-6-(1-isopropyl-3-((1R,4R)-4-(trifluoromethyl)cyclohexyl)-1H-1,2,4-triazol-5-yl)bicyclo[3.1.0]hexane-3-yl)-3-methylmorpholine